CC1(CNCC=C1C1=CC=CC(=N1)OCC1=C(C=C(C#N)C=C1)F)C 4-[[6-(3,3-dimethyl-2,6-dihydro-1H-pyridin-4-yl)-2-pyridinyl]oxymethyl]-3-fluoro-benzonitrile